C(C)SC=1N=CC2=NC=NC2(N1)SCC 2,4-diethylthiopurine